2'-chloro-5'-methoxy-6-methyl-N-(5-((1-(oxetan-3-yl)piperidin-4-yl)oxy)-1,3,4-thiadiazol-2-yl)-[4,4'-bipyridine]-3-carboxamide ClC1=NC=C(C(=C1)C1=C(C=NC(=C1)C)C(=O)NC=1SC(=NN1)OC1CCN(CC1)C1COC1)OC